2-[(4-tert-butylphenyl)methyl]-1,3-dioxolane-4-carbaldehyde C(C)(C)(C)C1=CC=C(C=C1)CC1OCC(O1)C=O